N-(1,3,3-trimethylpiperidin-4-yl)propanamide CN1CC(C(CC1)NC(CC)=O)(C)C